O=C1N(CCC(N1)=O)C=1C=C(OCCCC(=O)O)C=CC1OC 4-(3-(2,4-dioxotetrahydropyrimidin-1(2H)-yl)-4-methoxyphenoxy)butyric acid